C1(CCCC1)NS(=O)(=O)C1=CC=C(C=C1)NC([C@H](CC1=CC=CC=C1)NC(C1=CN=CC=C1)=O)=O (S)-N-(1-(4-(N-cyclopentylsulfamoyl)phenylamino)-1-oxo-3-phenylprop-2-yl)nicotinamide